Tert-butyl 3-cyano-7-azaspiro[3.5]nonane-7-carboxylate C(#N)C1CCC12CCN(CC2)C(=O)OC(C)(C)C